ClC1=NN2C(C(=N1)N[C@@H]1[C@H](C3CCC1CC3)C(=O)OCC)=CC=C2C(F)(F)F ethyl (1R,2S,3S,4R)-3-((2-chloro-7-(trifluoromethyl)pyrrolo[2,1-f][1,2,4]triazin-4-yl)amino)bicyclo[2.2.2]octane-2-carboxylate